3-{2-chloro-7-cyclobutyl-8-[7-fluoro-3-(methoxymethoxy)-8-{[tri(propan-2-yl)silyl]ethynyl}naphthalene-1-carbonyl]-7H-purin-6-yl}-6-methoxy-3,8-diazabicyclo[3.2.1]octane-8-carboxylate ClC1=NC(=C2N(C(=NC2=N1)C(=O)C1=CC(=CC2=CC=C(C(=C12)C#C[Si](C(C)C)(C(C)C)C(C)C)F)OCOC)C1CCC1)N1CC2CC(C(C1)N2C(=O)[O-])OC